5-(methoxymethyl)-N,N-bis[(4-methoxyphenyl)methyl]pyrimidin-2-amine COCC=1C=NC(=NC1)N(CC1=CC=C(C=C1)OC)CC1=CC=C(C=C1)OC